C(SCCCCCCCCCCCCCCCCCCSCO)O 2,21-dithia-1,22-docosanediol